2-bromo-5-oxo-4H-pyrazolo[1,5-a]pyrimidine-3-carboxylic acid ethyl ester C(C)OC(=O)C=1C(=NN2C1NC(C=C2)=O)Br